5,17-dimethoxy-1,11,16-triazapentacyclo[10.7.1.02,7.08,20.013,18]icosa-2(7),3,5,8(20),9,11,13(18),14,16-nonaen-19-one COC=1C=CC=2N3C(C=4C(=NC=CC4C4=NC=CC(C2C1)=C34)OC)=O